C(C)(C)(C)NS(=O)(=O)C1=CC(=CC=C1)C(=O)C1=CN(C2=C1C=NC(=C2)NS(=O)(=O)C)C2CCCC2 N-(tert-butyl)-3-(1-cyclopentyl-6-(methylsulfonamido)-1H-pyrrolo[3,2-c]pyridine-3-carbonyl)benzenesulfonamide